C1=CC=CC=2C3=CC=CC=C3C(C12)COC(=O)N([C@H](C(=O)O)COCC(C)(OC1OCCCC1)C)C (2S)-2-[9H-fluoren-9-ylmethoxycarbonyl(methyl)amino]-3-[2-methyl-2-(oxan-2-yloxy)propoxy]propanoic acid